N-[4-Methyl-3-(4-pyridin-3-yl-pyrimidin-2-ylamino)-phenyl]-4-(1-propyl-piperidin-3-yl)-2-trifluoromethyl-benzamide CC1=C(C=C(C=C1)NC(C1=C(C=C(C=C1)C1CN(CCC1)CCC)C(F)(F)F)=O)NC1=NC=CC(=N1)C=1C=NC=CC1